1,4-diisopropenyl-benzene iron (II) acetate salt C(C)(=O)[O-].[Fe+2].C(=C)(C)C1=CC=C(C=C1)C(=C)C.C(C)(=O)[O-]